OCC1CCC2(CC1)OC1=C(O2)C=CC(=C1C)C(=O)OC methyl 4'-(hydroxymethyl)-4-methyl-spiro[1,3-benzodioxole-2,1'-cyclohexane]-5-carboxylate